BrC1=CC=C(C=2C=C(OC21)CN)F (7-bromo-4-fluorobenzofuran-2-yl)methanamine